CN(C)CC1=C(C=CC(=N1)NC=1C2=C(C(=NC1)C1=CN=C3N1C=CC=C3C)CNC2=O)C2COCC2 7-[[6-[(dimethyl-amino)methyl]-5-tetrahydrofuran-3-yl-2-pyridyl]amino]-4-(8-methyl-imidazo[1,2-a]pyridin-3-yl)-2,3-dihydro-pyrrolo[3,4-c]pyridin-1-one